3-(5-(((1S,2S)-2-(ethylamino)cyclohexyl)amino)-1-oxoisoindolin-2-yl)piperidine-2,6-dione C(C)N[C@@H]1[C@H](CCCC1)NC=1C=C2CN(C(C2=CC1)=O)C1C(NC(CC1)=O)=O